CC#CCCCCCC non-2-yn